ClC1=C(C=C(C=C1)C(C(N1C(N=C2C(=C1)C=CN2C2CC2)=O)NC(=O)C=2C=NC(=NC2)C2CC2)=O)F N-[2-(4-Chloro-3-fluorophenyl)-1-{7-cyclopropyl-2-oxo-2H,3H,7H-pyrrolo[2,3-d]pyrimidin-3-yl}-2-oxoethyl]-2-cyclopropylpyrimidine-5-carboxamide